OC1(C2=NN=C(C3=C(C=C(C(N4CCC[C@H]4CCCCC1)=N3)C(F)(F)F)NC(OC(C)(C)C)=O)O2)C(F)(F)F tert-Butyl N-[(12R)-6-hydroxy-6,18-bis(trifluoromethyl)-22-oxa-3,4,16,21-tetrazatetracyclo[15.3.1.12,5.012,16]docosa-1(20),2,4,17(21),18-pentaen-20-yl]carbamate